N[C@H]1C[C@H](N(C1)C(=O)C=1N=C2N(C=C(C=C2)Cl)C1)C=1SC=C(N1)C(=O)N[C@H](C(=O)NC)CCCCNC(=N)N 2-((2S,4S)-4-Amino-1-(6-chloroimidazo[1,2-a]pyridin-2-carbonyl)pyrrolidin-2-yl)-N-((S)-6-guanidino-1-(methylamino)-1-oxohexan-2-yl)thiazol-4-carboxamid